7-(6-chloro-5-(trifluoromethyl)pyridin-3-yl)-5-methyl-5H-pyrido[4,3-b]indole ClC1=C(C=C(C=N1)C=1C=CC=2C3=C(N(C2C1)C)C=CN=C3)C(F)(F)F